FC1=C(C=C(C=C1)OC)C1=CC=C(C=C1)CNC(=O)C1N(C(CNC1)C)C(C(C)C)=O N-((2'-fluoro-5'-methoxy-[1,1'-biphenyl]-4-yl)methyl)-1-isobutyryl-6-methylpiperazine-2-carboxamide